tert-Butyl (1S,4S)-5-[4-[3-chloro-2-fluoro-4-[(1-fluorocyclopropyl)methoxy]anilino]pyrimido[5,4-d]pyrimidin-6-yl]-2,5-diazabicyclo[2.2.1]heptane-2-carboxylate ClC=1C(=C(NC=2C3=C(N=CN2)C=NC(=N3)N3[C@@H]2CN([C@H](C3)C2)C(=O)OC(C)(C)C)C=CC1OCC1(CC1)F)F